COC(=CC)O[Si](CC)(CC)CC 1-methoxy-1-triethylsiloxypropene